trans-(1S,2S)-2-((3-fluoro-5-nitropyridin-2-yl)oxy)cyclopentanol FC=1C(=NC=C(C1)[N+](=O)[O-])O[C@@H]1[C@H](CCC1)O